4-amino-3-((6-methylpyridin-3-yl)amino)benzonitrile NC1=C(C=C(C#N)C=C1)NC=1C=NC(=CC1)C